3-(3-phenoxyphenyl)-1H-imidazo[4,5-b]pyridin-2-one O(C1=CC=CC=C1)C=1C=C(C=CC1)N1C(NC=2C1=NC=CC2)=O